ClC1=C(C=C(C=C1)NC(=O)C=1N=CN2C1N=C(C=C2C)C)COC=2C=NC=CC2 N-{4-CHLORO-3-[(PYRIDIN-3-YLOXY)METHYL]PHENYL}-2,4-DIMETHYLIMIDAZO[1,5-a]PYRIMIDINE-8-CARBOXAMIDE